COC1=CC=C(C=C1)C1=NOC(=N1)C1CCC(CC1)C(=O)[O-] 4-(3-(4-methoxyphenyl)-1,2,4-oxadiazol-5-yl)cyclohexane-1-carboxylate